tert-butyl (R)-(9-(6-(3-((tert-butoxycarbonyl)amino)-3-(cyclopropylcarbamoyl)pyrrolidin-1-yl)-2-((dimethylamino)methyl)-3-fluorobenzyl)-9H-purin-6-yl)carbamate C(C)(C)(C)OC(=O)N[C@]1(CN(CC1)C1=CC=C(C(=C1CN1C2=NC=NC(=C2N=C1)NC(OC(C)(C)C)=O)CN(C)C)F)C(NC1CC1)=O